5'-fucosyl-2'-deoxyuridine C1([C@@H](O)[C@H](O)[C@H](O)[C@@H](O1)C)C([C@@H]1[C@H](C[C@@H](O1)N1C(=O)NC(=O)C=C1)O)O